FC=1C=C(C=CC1)S(=O)(=O)C=1C=C2CCCC(C2=CC1)=O 6-(3-Fluorobenzenesulfonyl)-1,2,3,4-tetrahydronaphthalen-1-one